Cl.NC12CC(C1)(C2)C(=O)NC 3-amino-N-methyl-bicyclo[1.1.1]pentane-1-carboxamide HCL